O=C1NC(CCC1N1C(C2=CC=CC(=C2C1=O)N1CC(CC1)CN1C[C@@H](CCC1)CC(=O)O)=O)=O 2-((3S)-1-((1-(2-(2,6-dioxopiperidin-3-yl)-1,3-dioxoisoindolin-4-yl)pyrrolidin-3-yl)methyl)piperidin-3-yl)acetic acid